methyl-7-(t-butoxycarbonyl)-3-(4-fluoro-2-(trifluoromethyl)benzyl)-5,6-dihydroimidazo[1,2-a]pyrazine CC1=NC=2N(CCN(C2)C(=O)OC(C)(C)C)C1CC1=C(C=C(C=C1)F)C(F)(F)F